C(C)(=O)NC=1N=C2N(N=C(C=C2)C=2C=C(C(=NC2)OC)C(=O)NCC2=C(C=CC=C2)OCC(C)C)C1 5-{2-acetamidoimidazo[1,2-b]pyridazin-6-yl}-2-methoxy-N-{[2-(2-methyl-propoxy)phenyl]methyl}pyridine-3-carboxamide